ClC1=NC(=NC(=C1OC)Cl)C1CC1 4,6-dichloro-2-cyclopropyl-5-methoxypyrimidine